tert-Butyl 4-(2-azidoethoxy)-2,2-dimethyl-pyrrolidine-1-carboxylate N(=[N+]=[N-])CCOC1CC(N(C1)C(=O)OC(C)(C)C)(C)C